BrC1=CC=C(C=C1)C1N(CCC(C1)C(=O)N)CC(N1CCC2(CCNC2=O)CC1)=O (4-bromophenyl)-1-(2-oxo-2-(1-oxo-2,8-diazaspiro[4.5]decan-8-yl)ethyl)piperidine-4-carboxamide